ClC1=NC(=CC(=C1)CN1C[C@H](CCC1)C)C (S)-2-Chloro-6-methyl-4-((3-methylpiperidin-1-yl)methyl)-pyridine